1-(2-morpholinoethyl)-7-(naphthalen-2-yl)-3,4-dihydroquinolin-2(1H)-one O1CCN(CC1)CCN1C(CCC2=CC=C(C=C12)C1=CC2=CC=CC=C2C=C1)=O